ethyl 2-({6-[(1,3-benzothiazol-2-yl) amino]-4-[3-(benzyloxy) propyl]-5-methylpyridazin-3-yl} amino)-1,3-thiazole-4-carboxylate S1C(=NC2=C1C=CC=C2)NC2=C(C(=C(N=N2)NC=2SC=C(N2)C(=O)OCC)CCCOCC2=CC=CC=C2)C